NC1=NC(=C2N=CN(C2=N1)[C@@H]1C[C@@H]([C@@](O1)(C#N)CO)O)NC1CC1 |&1:10| (2R,3S,SR)-5-(2-amino-6-(cyclopropylamino)-9H-purin-9-yl)-3-hydroxy-2-(hydroxymethyl)tetrahydrofuran-2-carbonitrile